propane Acetate C(C)(=O)O.CCC